[Zn].[Fe].[Co] cobalt-iron-zinc